(E)-1-tert-butyl 2-(diphenylmethyleneamino)-4-methylpent-2-enedioate C1(=CC=CC=C1)C(C1=CC=CC=C1)=N\C(\C(=O)OC(C)(C)C)=C\C(C(=O)[O-])C